C(C)(C)(C)OC(C(CSCCCCCCCC(=O)O)NC(=O)OC(C)(C)C)=O 8-(3-tert-butoxy-2-(tert-butoxycarbonylamino)-3-oxopropylmercapto)octanoic acid